(2S)-2-methylpiperazin C[C@@H]1NCCNC1